(2S)-2-amino-2-methyl-3-phenylpropionic acid N[C@](C(=O)O)(CC1=CC=CC=C1)C